4-fluorobenzyl ((S)-4-methyl-1-oxo-1-(((S)-3-oxo-1-((S)-2-oxopyrrolidin-3-yl)-4-(2,3,5,6-tetra-fluorophenoxy)butan-2-yl)amino)pentan-2-yl)carbamate CC(C[C@@H](C(N[C@@H](C[C@H]1C(NCC1)=O)C(COC1=C(C(=CC(=C1F)F)F)F)=O)=O)NC(OCC1=CC=C(C=C1)F)=O)C